C(C)(=O)N1C2C(C(C1)C(=O)N1C(CC(C1)F)C(=O)NC(C1=CC=C(C=C1)C(C)C)C1=CC=CC=C1)OCC2 1-{4-acetyl-hexahydro-2H-furo[3,2-b]pyrrole-6-carbonyl}-4-fluoro-N-{phenyl-[4-(propan-2-yl)phenyl]methyl}pyrrolidine-2-carboxamide